O1COC2=C1C=CC(=C2)C2=CC=CC1=CC=CC=C21 4-(benzo[d][1,3]dioxol-5-yl)naphthalen